(S)-2-Amino-N-{[N-ethyl-(3-phenyl-bicyclo[2.2.1]hept-2-yl)-carbamoyl]-methyl}-propionamide N[C@H](C(=O)NCC(N(CC)C1C2CCC(C1C1=CC=CC=C1)C2)=O)C